C(#N)CN1C(C2=C(C=C1)N(C=C2C(=O)NC2=CC=C(C=C2)N2CCOCC2)C)=O 5-(cyanomethyl)-1-methyl-N-(4-(morpholin-4-yl)phenyl)-4-oxo-4,5-dihydro-1H-pyrrolo[3,2-c]pyridine-3-carboxamide